COC=1C=C2CCN(CC2=CC1NC1=NC=C(C(=N1)N[C@H](CO)C1=CC=CC=C1)C1=NC(=NO1)C12CCN(CC1)CC2)C (S)-2-((2-((6-Methoxy-2-methyl-1,2,3,4-tetrahydroisoquinolin-7-yl)amino)-5-(3-(quinuclidin-4-yl)-1,2,4-oxadiazol-5-yl)pyrimidin-4-yl)amino)-2-phenylethan-1-ol